2,2-Difluorocyclopropyl-4-methylbenzenesulfonate FC1(C(C1)OS(=O)(=O)C1=CC=C(C=C1)C)F